N-(5-acrylamidopentyl)-2-(1-azidoethyl)benzamide C(C=C)(=O)NCCCCCNC(C1=C(C=CC=C1)C(C)N=[N+]=[N-])=O